ClC=1C=CC(=C(C1)C1=CC(=C(N=N1)C(F)(F)F)NC1=CC(=NC=C1)NC(C=CN1CCN(CC1)CCS(=O)(=O)C)=O)F N-(4-{[6-(5-chloro-2-fluorophenyl)-3-(trifluoromethyl)pyridazin-4-yl]amino}pyridin-2-yl)-3-[4-(2-methanesulfonylethyl)piperazin-1-yl]propenamide